ClC1=CC=C(C=C1)N1CC[C@@H]2CN(CC[C@@H]21)C(=O)OCC2=CC=CC=C2 Benzyl (3aR,7aS)-1-(4-chlorophenyl)-3,3a,4,6,7,7a-hexahydro-2H-pyrrolo[3,2-c]pyridine-5-carboxylate